C(C1=CC=CC=C1)O[C@@H](CCO[C@H](COC1=NC(=CN=C1)Cl)C)C 2-[(2S)-2-[(3R)-3-benzyloxybutoxy]propoxy]-6-chloro-pyrazine